CN1C=C(C2=CC(=CC=C12)OCC1=CC=CC=C1)C1=NC(=NC=C1)Cl 1-methyl-3-(2-chloro-4-pyrimidinyl)-5-benzyloxyindole